CC(=O)CC(=O)[O-] The molecule is a 3-oxo monocarboxylic acid anion that is the conjugate base of acetoacetic acid, arising from deprotonation of the carboxy group. It has a role as a human metabolite. It derives from a butyrate. It is a conjugate base of an acetoacetic acid.